NC=1C(=C(C=CC1)C=1N=C(SC1C1=NC(=NC=C1)NC1CC2(CS(C2)(=O)=O)C1)N1[C@H](CN(C[C@@H]1C)C(=O)OC(C)(C)C)C)F tert-butyl (3S,5S)-4-(4-(3-amino-2-fluorophenyl)-5-(2-((2,2-dioxido-2-thiaspiro[3.3]heptan-6-yl)amino)pyrimidin-4-yl)thiazol-2-yl)-3,5-dimethylpiperazine-1-carboxylate